N1C(N=CC=C1)C#N (1H)-pyrimidine-2-carbonitrile